ALPHA-METHYL-STYRENE sodium 2-(4-methoxy-5-methylpyrimidin-2-yl)-2-methylpropanoate COC1=NC(=NC=C1C)C(C(=O)[O-])(C)C.[Na+].CC(=C)C1=CC=CC=C1